ClC1=NC=CC(=N1)C=1C=C2C(=CN(C2=C(C1)C#N)C)C 5-(2-chloropyrimidin-4-yl)-1,3-dimethyl-1H-indole-7-carbonitrile